[O].FC1=CC=C(C=C1)NC(C(C)C=1C=C2CCCN(C2=CC1)C(=O)C1=NC(=NN1)C)=O N-(4-fluorophenyl)-2-[1-(3-methyl-1H-1,2,4-triazole-5-carbonyl)-1,2,3,4-tetrahydroquinolin-6-yl]propanamide oxygen